4-(3,8,9,10-tetrahydrocyclopenta[c]pyrazolo[4,3-f]quinolin-7-yl)phenol C1=NNC=2C1=C1C3=C(C(=NC1=CC2)C2=CC=C(C=C2)O)CCC3